C(C)N1C(NC=2N=C(NC2C1=O)CN1CCN(CC1)C=1C=CC(=NC1)C(=O)NC)=O 5-(4-((1-ethyl-2,6-dioxo-2,3,6,7-tetrahydro-1H-purin-8-yl)methyl)piperazin-1-yl)-N-methylpicolinamide